(S)-6-(2,6-difluoro-4-(2-methyl-7-((tetrahydrofuran-3-yl)oxy)-2H-indazol-4-yl)benzyl)-6,7-dihydro-5H-pyrrolo[3,4-b]pyridin-5-one-7,7-d2 FC1=C(CN2C(C3=NC=CC=C3C2=O)([2H])[2H])C(=CC(=C1)C=1C2=CN(N=C2C(=CC1)O[C@@H]1COCC1)C)F